N-[(3R)-7-[(3aS,7aR)-octahydro-1H-pyrrolo[2,3-c]pyridin-1-yl]-3,4-dihydro-2H-1-benzopyran-3-yl]-3-amino-6-methylthieno[2,3-b]pyridine-2-carboxamide N1(CC[C@H]2[C@@H]1CNCC2)C2=CC1=C(C[C@H](CO1)NC(=O)C1=C(C=3C(=NC(=CC3)C)S1)N)C=C2